CN1C=CC2=CC=C(C=C12)C(=O)OC methyl 1-methyl-1H-indole-6-carboxylate